C(CCCCCCCCCCCCCCCCC)(=O)OCC(COC(CCCCCCCCCCCCCCCCC)=O)(COCC(COC(CCCCCCCCCCCCCCCCC)=O)(COC(CCCCCCCCCCCCCCCCC)=O)CO)CO dipentaerythritol tetrastearate